7-(Cyclohexylamino)-N-(4-((2,6-dioxopiperidin-3-yl)amino)phenyl)heptylamide C1(CCCCC1)NC(CCCCCC[NH-])C1=CC=C(C=C1)NC1C(NC(CC1)=O)=O